4-(chloromethyl)-3-fluorobenzonitrile ClCC1=C(C=C(C#N)C=C1)F